laurylmyristyl-3,3'-thiodipropionate C(CCCCCCCCCCC)OC(CCSCC(C(=O)[O-])CCCCCCCCCCCCCC)=O